2-{[(1S)-1-{4-[(4,4-Difluoropiperidin-1-yl)methyl]-3-fluorophenyl}ethyl]amino}-8-(2,2-dimethylpropyl)pyrido[2,3-d]pyrimidin-7(8H)-on FC1(CCN(CC1)CC1=C(C=C(C=C1)[C@H](C)NC=1N=CC2=C(N1)N(C(C=C2)=O)CC(C)(C)C)F)F